(S)-2-((2-(2,6-difluoro-4-(3-hydroxyazepine-1-carbonyl)phenyl)-7-methylimidazo[1,2-a]pyridin-3-yl)methyl)morpholine-4-carboxylic acid methyl ester COC(=O)N1C[C@@H](OCC1)CC1=C(N=C2N1C=CC(=C2)C)C2=C(C=C(C=C2F)C(=O)N2C=C(C=CC=C2)O)F